4-(1-cyclohexyl-1H-1,2,3-triazol-4-yl)-5-fluoro-N-(4-(4-methylpiperazin-1-yl)phenyl)pyrimidin-2-amine C1(CCCCC1)N1N=NC(=C1)C1=NC(=NC=C1F)NC1=CC=C(C=C1)N1CCN(CC1)C